CC1=CC(=NN1)C(=O)N1CCC2(C(C2)CNC(=O)C2=CC=3C(=CN=CC3)O2)CC1 N-[[6-(5-methyl-1H-pyrazole-3-carbonyl)-6-azaspiro[2.5]octan-2-yl]methyl]furo[2,3-c]pyridine-2-carboxamide